4-Amino-1-(4-aminophenyl)-7-bromo-2-oxo-1,2-dihydroquinoline-3-carboxylic acid methyl ester COC(=O)C=1C(N(C2=CC(=CC=C2C1N)Br)C1=CC=C(C=C1)N)=O